6-fluoro-1-isopropyl-3-(o-tolyl)quinolin-4(1H)-one FC=1C=C2C(C(=CN(C2=CC1)C(C)C)C1=C(C=CC=C1)C)=O